9-(11-bromoundecyl)anthracene BrCCCCCCCCCCCC=1C2=CC=CC=C2C=C2C=CC=CC12